1,3-bis(α-hydroxyisopropyl)benzene OC(C)(C)C1=CC(=CC=C1)C(C)(C)O